3-bromomethyl-7-chloro-quinoline BrCC=1C=NC2=CC(=CC=C2C1)Cl